5-(4-fluoro-2-methyl-1-(1-methylpiperidin-4-yl)-1H-benzo[d]imidazol-6-yl)-N-methyl-7H-pyrrolo[2,3-d]pyrimidin-2-amine FC1=CC(=CC=2N(C(=NC21)C)C2CCN(CC2)C)C2=CNC=1N=C(N=CC12)NC